4-(((S)-2-fluoro-3-methoxypropyl)(4-(5,6,7,8-tetrahydro-1,8-naphthyridin-2-yl)butyl)amino)-2-((5-(trifluoromethyl)pyrimidin-2-yl)amino)butanoic acid F[C@@H](CN(CCC(C(=O)O)NC1=NC=C(C=N1)C(F)(F)F)CCCCC1=NC=2NCCCC2C=C1)COC